O1CCN(CC1)C1=CC2=C(NC(NC2=O)=O)C=N1 6-morpholinopyrido[3,4-d]pyrimidine-2,4(1H,3H)-dione